(5-Cyclopropylisoxazol-3-yl)-1-isopropyl-pyrazolo[3,4-d]pyrimidin-4-amine C1(CC1)C1=CC(=NO1)C1=NN(C2=NC=NC(=C21)N)C(C)C